FC1=C(OCCCCCCCC(=O)N2CCC(CC2)COC2=CC=C(C=C2)C2C(NC(CC2)=O)=O)C(=CC=C1F)C=1N=C(SC1)N1CCOCC1 3-(4-((1-(8-(2,3-difluoro-6-(2-morpholinothiazol-4-yl)phenoxy)octanoyl)-piperidin-4-yl)methoxy)phenyl)-piperidine-2,6-dione